2-[2,5-bis(propan-2-yl)thiophen-3-yl]-N-[(1-methyl-1H-pyrazol-4-yl)(1-methylpiperidin-3-yl)sulfamoyl]acetamide CC(C)C=1SC(=CC1CC(=O)NS(N(C1CN(CCC1)C)C=1C=NN(C1)C)(=O)=O)C(C)C